CCCCCCCCC[C@@H](CC(=O)SCCNC(=O)CCNC(=O)[C@@H](C(C)(C)COP(=O)(O)OP(=O)(O)OC[C@@H]1[C@H]([C@H]([C@@H](O1)N2C=NC3=C(N=CN=C32)N)O)OP(=O)(O)O)O)O The molecule is a hydroxy fatty acyl-CoA that results from the formal condensation of the thiol group of coenzyme A with the carboxy group of (S)-3-hydroxydodecanoic acid. It has a role as a human metabolite, a Saccharomyces cerevisiae metabolite, an Escherichia coli metabolite and a mouse metabolite. It is a (S)-3-hydroxyacyl-CoA, a 3-hydroxy fatty acyl-CoA and a medium-chain fatty acyl-CoA. It derives from a lauroyl-CoA and a (S)-3-hydroxylauric acid. It is a conjugate acid of a (S)-3-hydroxylauroyl-CoA(4-).